ClC1=C(C(=CC=C1)Cl)C=1C=NC(NC1)(O)SC1=C(C=C(C=C1)F)F 5-(2,6-dichlorophenyl)-2-(2,4-difluorophenyl)sulfanylpyrimidol